2-Phenylethyl-benzoate C1(=CC=CC=C1)CCOC(C1=CC=CC=C1)=O